4-bromo-3,5-difluoro-benzaldehyde oxime BrC1=C(C=C(C=NO)C=C1F)F